NCC(CO)C1=CC(=CC=C1)Cl 3-amino-2-(3-chlorophenyl)propan-1-ol